C(C)(C)C1=CC=C(C=C1)NC(=O)C1CCCCC1C(=O)[O-] 6-((4-isopropylphenyl)carbamoyl)cyclohexane-1-carboxylate